NC=1C=2N(C=CN1)C(=NC2C2=C(C=C(C=C2)OC2=CC=CC=C2)F)[C@H]2CC[C@@H](OC2)CO Trans-(5-(8-amino-1-(2-fluoro-4-phenoxyphenyl)imidazo[1,5-a]pyrazin-3-yl)tetrahydro-2H-pyran-2-yl)methanol